1-(7,9-dioctyl-9H-carbazole-2-yl)-N1-phenyl-benzene-1,4-diamine C(CCCCCCC)C1=CC=C2C=3C=CC(=CC3N(C2=C1)CCCCCCCC)C1(CC=C(C=C1)N)NC1=CC=CC=C1